4-(4-trifluoromethylphenyl)-3-difluoromethyl-1,2,4-triazole-5-one FC(C1=CC=C(C=C1)N1C(=NNC1=O)C(F)F)(F)F